N,N'-bis[4-(9-phenyl-9H-fluoren-9-yl)phenyl]-N,N'-bis(4-tert-butylphenyl)pyrene-1,6-diamine C1(=CC=CC=C1)C1(C2=CC=CC=C2C=2C=CC=CC12)C1=CC=C(C=C1)N(C1=CC=C2C=CC=3C(=CC=C4C=CC1=C2C34)N(C3=CC=C(C=C3)C(C)(C)C)C3=CC=C(C=C3)C3(C4=CC=CC=C4C=4C=CC=CC34)C3=CC=CC=C3)C3=CC=C(C=C3)C(C)(C)C